chloro(9H-fluoren-9-yl)dimethylsilane Cl[Si](C)(C)C1C2=CC=CC=C2C=2C=CC=CC12